COC(=O)C=1N=CC(=NC1)N1[C@@H](CN(CC1)C=1N=NC(=C(C1C)C)C1=CC=C(C=C1)C(F)(F)F)C (R)-4-[6-(4-trifluoromethyl-phenyl)-4,5-dimethyl-pyridazin-3-yl]-2-methyl-3,4,5,6-tetrahydro-2H-[1,2']bipyrazinyl-5'-carboxylic acid methyl ester